3-[2-(4-Fluorophenyl)-1H-indol-3-yl]-N-[(3R,4S)-4-hydroxy-2-oxo-pyrrolidin-3-yl]propionamide FC1=CC=C(C=C1)C=1NC2=CC=CC=C2C1CCC(=O)N[C@H]1C(NC[C@@H]1O)=O